1,5-naphthalenedisulfonic acid tetrahydrate O.O.O.O.C1(=CC=CC=2C(=CC=CC12)S(=O)(=O)O)S(=O)(=O)O